N,N-dimethyl-β-2-ethyl-Hexoxypropionamide CN(C(C(CCC)OCCCCCC)=O)C